2-Chloropyrimidin ClC1=NC=CC=N1